N-(3-(4'-fluoro-[1,1'-biphenyl]-4-yl)propyl)-2-(furan-3-yl)-6-methylthieno[2,3-d]pyrimidin-4-amine FC1=CC=C(C=C1)C1=CC=C(C=C1)CCCNC=1C2=C(N=C(N1)C1=COC=C1)SC(=C2)C